OC(CC1=C(C=NC=C1)NC1=C(C(NC=C1)=O)C(=O)NC1=CC=C(C=C1)N1CCN(CC1)C)C 4-((4-(2-Hydroxypropyl)pyridin-3-yl)amino)-N-(4-(4-methylpiperazin-1-yl)phenyl)-2-oxo-1,2-dihydropyridine-3-carboxamide